(2S)-2-amino-3-(4-(2-amino-6-((R)-1-(4-chloro-2-(3,6-dihydro-2H-pyran-4-yl)phenyl)-2,2,2-trifluoroethoxy)pyrimidine-4-yl)cyclohex-3-ene-1-yl)propionic acid hydrochloride Cl.N[C@H](C(=O)O)CC1CC=C(CC1)C1=NC(=NC(=C1)O[C@@H](C(F)(F)F)C1=C(C=C(C=C1)Cl)C=1CCOCC1)N